(7-Methyl-6-(1-methyl-1H-indol-5-yl)imidazo[1,2-a]pyridin-3-yl)(4-nitrophenyl)methanone CC1=CC=2N(C=C1C=1C=C3C=CN(C3=CC1)C)C(=CN2)C(=O)C2=CC=C(C=C2)[N+](=O)[O-]